[5-(7-ethoxyquinazolin-5-yl)pyridin-2-yl]piperazine-1-carboxylic acid tert-butyl ester C(C)(C)(C)OC(=O)N1C(CNCC1)C1=NC=C(C=C1)C1=C2C=NC=NC2=CC(=C1)OCC